4-(3-((2-methyl-4-(piperazin-1-yl)phenyl)amino)-1H-pyrazol-5-yl)phenol CC1=C(C=CC(=C1)N1CCNCC1)NC1=NNC(=C1)C1=CC=C(C=C1)O